(3R,4R)-4-aminotetrahydropyran-3-ol hydrochloride Cl.N[C@H]1[C@H](COCC1)O